2-Amino-N-[4-fluoro-2-methyl-5-[(6-propan-2-yloxypyridazin-3-yl)carbamoyl]phenyl]-1,3-thiazole-5-carboxamide NC=1SC(=CN1)C(=O)NC1=C(C=C(C(=C1)C(NC=1N=NC(=CC1)OC(C)C)=O)F)C